ClC1=NC=C(C=N1)CN1C=CC=C2C1=NC(N(C2=O)C2=CC(=CC(=C2)C(F)(F)F)F)=O 8-((2-chloropyrimidin-5-yl)methyl)-3-(3-fluoro-5-(trifluoromethyl)phenyl)pyrido[2,3-d]pyrimidine-2,4(3H,8H)-dione